(1-tetrahydropyran-2-yloxycyclopropyl)methanol O1C(CCCC1)OC1(CC1)CO